(S)-1'-(6-((1H-pyrrolo[2,3-b]pyridin-3-yl)thio)-1,2,4-triazin-3-yl)-1,3-dihydrospiro[inden-2,4'-piperidin]-1-amine N1C=C(C=2C1=NC=CC2)SC2=CN=C(N=N2)N2CCC1(CC2)[C@@H](C2=CC=CC=C2C1)N